ethyl 2-hydroxypropanoate (Ethyl lactate) C(C)C(C(=O)O)(O)C.OC(C(=O)OCC)C